C1(CC1)C=1C(=NC(=NC1)NC=1C(=NN(C1)C1CN(CC1)C)C)NCCCN1CCOCC(C1=O)(C)C 4-(3-((5-cyclopropyl-2-((3-methyl-1-(1-methylpyrrolidin-3-yl)-1H-pyrazol-4-yl)amino)pyrimidin-4-yl)amino)propyl)-6,6-dimethyl-1,4-oxazepan-5-one